C1(CCCCC1)NC(N)=NC1CCCCC1 N',N''-dicyclohexylguanidine